FC1=C2C(CCOC2=CC(=C1)F)(O)CS(=O)(=O)NC(OC(C)(C)C)=O tert-butyl (((5,7-difluoro-4-hydroxychroman-4-yl)methyl)-sulfonyl)carbamate